[Li+].C(C(=O)[O-])(=O)[O-].[Li+] monooxalate lithium